(5RS)-2-[2,5-Bis(trifluoromethyl)benzyl]-3-oxo-2,3,5,6,7,8-hexahydro[1,2,4]triazolo[4,3-a]pyridin FC(C1=C(CN2N=C3N(CCCC3)C2=O)C=C(C=C1)C(F)(F)F)(F)F